2-(1,3-Dihydroisoindol-2-yl)-8-(1-hydroxyethyl)-3,6-dimethylquinazolin-4-one C1N(CC2=CC=CC=C12)C1=NC2=C(C=C(C=C2C(N1C)=O)C)C(C)O